3,3-dimethyltetrahydrofuran-2-carbaldehyde CC1(C(OCC1)C=O)C